2-ethylbutyl-alanine hydrochloride Cl.C(C)C(CN[C@@H](C)C(=O)O)CC